FC(OC=1C=C(C=C(C1C(=O)N1C(CC1)C)OC)C1=CN=C2N1C=CC(=C2)C(C#N)(C)C)F 2-[3-[3-(Difluoromethoxy)-5-methoxy-4-(2-methylazetidine-1-carbonyl)phenyl]imidazo[1,2-a]pyridin-7-yl]-2-methyl-propionitrile